6-Amino-2-oxo-4-(4-(6-oxo-3-phenylpyridazin-1(6H)-yl)phenyl)-1-(p-tolyl)-1,2-dihydro-pyridine-3,5-dicarbonitrile NC1=C(C(=C(C(N1C1=CC=C(C=C1)C)=O)C#N)C1=CC=C(C=C1)N1N=C(C=CC1=O)C1=CC=CC=C1)C#N